CS(=O)(=O)NC(NCCCCCCCCCCCCCCCC(=O)O)=O 16-(3-(methylsulfonyl)ureido)hexadecanoic acid